2-methylpropan-2-yl [({5-amino-3-bromo-4-[(2-chloro-5-fluorophenyl)carbonyl]-2-methoxyphenyl}methyl)amino]methanoate NC=1C(=C(C(=C(C1)CNC(=O)OC(C)(C)C)OC)Br)C(=O)C1=C(C=CC(=C1)F)Cl